2-({3-chloro-2-[(4-cyano-2,6-difluorophenyl)methoxy]-5,6,7,8-tetrahydro-1,7-naphthyridin-7-yl}methyl)-7-fluoro-1-{[(2S)-oxetan-2-yl]methyl}-1H-1,3-benzodiazole-6-carboxylic acid ClC=1C(=NC=2CN(CCC2C1)CC1=NC2=C(N1C[C@H]1OCC1)C(=C(C=C2)C(=O)O)F)OCC2=C(C=C(C=C2F)C#N)F